(phosphinyl)ethoxy-dimethylsilane [PH2](=O)CCO[SiH](C)C